1-(5-methyl-4-(6-phenyl-3-azabicyclo[3.1.1]heptane-3-carbonyl)picolinoyl)-4-phenylpiperidine-4-carbonitrile CC=1C(=CC(=NC1)C(=O)N1CCC(CC1)(C#N)C1=CC=CC=C1)C(=O)N1CC2C(C(C1)C2)C2=CC=CC=C2